N-cyclobutyl-5-(2,6-dichloro-4-(6-(difluoromethyl)-3,5-dioxo-4,5-dihydro-1,2,4-triazin-2(3H)-yl)phenoxy)-2-hydroxybenzamide C1(CCC1)NC(C1=C(C=CC(=C1)OC1=C(C=C(C=C1Cl)N1N=C(C(NC1=O)=O)C(F)F)Cl)O)=O